(S)-3-(benzyloxy)-2-(octadecyloxy)propan-1-ol C(C1=CC=CC=C1)OC[C@H](CO)OCCCCCCCCCCCCCCCCCC